5-(methoxymethyl)-1H-pyrazole-4-carboxylic acid methyl ester COC(=O)C=1C=NNC1COC